(S)-1-(5-(8-amino-[1,2,4]triazolo[1,5-a][1,6]naphthyridin-4-yl)-4-methylpyridin-2-yl)propan-1-ol NC1=NC=C2C=C(C=3N(C2=C1)N=CN3)C=3C(=CC(=NC3)[C@H](CC)O)C